C(C)(C)(C)OC(=O)N1CC(C1)C1=CC(=NO1)C 3-(3-methylisoxazol-5-yl)azetidine-1-carboxylic acid tert-butyl ester